C(N)(OC(C1=CC=2OCOC2C=C1)([N+](=O)[O-])C)=O methylnitropiperonyl carbamate